IC1=C(C2=C(NC(O2)=O)C=C1)OC 6-iodo-7-methoxy-3H-1,3-benzoxazol-2-one